FC1(CC(C1)OC=1C=CC(=NC1)C1=NSC(=N1)NC1=NC=CC=C1OC)F 3-(5-(3,3-difluorocyclobutoxy)pyridin-2-yl)-N-(3-methoxypyridin-2-yl)-1,2,4-thiadiazol-5-amine